C(#N)C=1C(=NC(=CC1C)C)N1C[C@H](C[C@H]1C(N(C=1C=C(C=CC1)C)CC)=O)NC(OCC=C)=O allyl N-[(3S,5S)-1-(3-cyano-4,6-dimethyl-2-pyridyl)-5-[ethyl(m-tolyl)carbamoyl]pyrrolidin-3-yl]carbamate